C(C)OC1=C(C=CC=C1)C(/C=C(/C=O)\C)(CC=C(C)C)C (E)-4-(2-ethoxyphenyl)-2,4,7-trimethylocta-2,6-dienal